C(C=C)(=O)NC(CC)S(=O)(=O)O 1-acrylamido-1-propanesulphonic acid